1,3-bis(trichloromethyl)-5-(2'-methoxyphenyl)-s-triazine ClC(N1CN(CN(C1)C1=C(C=CC=C1)OC)C(Cl)(Cl)Cl)(Cl)Cl